OC[C@@H](CC(C)C)NC1=NC(=NC(=N1)CC(C)C=1C=C2C(N(C=NC2=CC1)C)=O)NS(=O)(=O)C N-(4-(((R)-1-hydroxy-4-methylpent-2-yl)amino)-6-(2-(3-methyl-4-oxo-3,4-dihydroquinazolin-6-yl)propyl)-1,3,5-triazin-2-yl)methanesulfonamide